4-(Trifluoromethoxy)benzene-1-carboxylic acid ethyl ester C(C)OC(=O)C1=CC=C(C=C1)OC(F)(F)F